(tert-butyl 1-(8-chloro-1-oxo-2-phenyl-1,2-dihydroisoquinolin-3-yl) ethyl) carbamate C(N)(OC(CC(C)(C)C)C=1N(C(C2=C(C=CC=C2C1)Cl)=O)C1=CC=CC=C1)=O